C1(=CC=CC=C1)OC(=O)Cl.CC=1N(C=CN1)[C@@H](C)C1=CC=C(C=C1)NC(=O)NC[C@H]1OCCC1 1-(4-((S)-1-(2-methyl-1H-imidazol-1-yl)ethyl)phenyl)-3-(((S)-tetrahydrofuran-2-yl)methyl)urea Phenylchloroformate